CC=1C=C(C=C(C1)C)C1=CC=C(S1)C(=O)NC1=CC=CC=C1 5-(3,5-dimethylphenyl)-N-phenylthiophene-2-carboxamide